methyl 4-(1-aminocyclopropyl)benzoate NC1(CC1)C1=CC=C(C(=O)OC)C=C1